tert-butyl 6-(4-amino-2-fluoro-phenyl)-2,6-diazaspiro[3.3]heptane-2-carboxylate NC1=CC(=C(C=C1)N1CC2(CN(C2)C(=O)OC(C)(C)C)C1)F